(E)-3-Methyl-6,7-dihydrobenzofuran-4(5H)-one-O-(4-(dicyclohexylamino)but-2-yn-1-yl) oxime C1(CCCCC1)N(CC#CCO\N=C\1/CCCC2=C1C(=CO2)C)C2CCCCC2